ClC1=C(N(N=C1C(F)(F)F)C1=CC(=CC=C1)C(N(C)C1=CC2=C(N=C(O2)C)C=C1F)=O)OCC1=CC=C(C(=O)OC(C)(C)C)C=C1 tert-butyl 4-[[4-chloro-2-[3-[(5-fluoro-2-methyl-1,3-benzoxazol-6-yl)-methyl-carbamoyl]phenyl]-5-(trifluoromethyl)pyrazol-3-yl]oxymethyl]benzoate